C1(=CC=C(C=C1)C[C@H](C[C@H](C(=O)OCC)C)NC(CCC(=O)N[C@@H](CC1=CNC2=CC=CC=C12)C(=O)O)=O)C1=CC=CC=C1 (4-(((2S,4R)-1-([1,1'-biphenyl]-4-yl)-5-ethoxy-4-methyl-5-oxopentan-2-yl)amino)-4-oxobutanoyl)-L-tryptophan